ClC=1C=C(C=CC1Cl)NC(=O)N1[C@@H]2CC[C@H]1CC=1C=[N+](C=CC12)[O-] (5R,8S)-10-((3,4-dichlorophenyl)carbamoyl)-6,7,8,9-tetrahydro-5H-5,8-epiminocyclohepta[c]-pyridine 2-oxide